BrC=1C=C(C2=C(N=NN2)C1)C(=O)N[C@H](C)C1=C(C(=CC=C1)C(F)F)F 6-bromo-N-[(1R)-1-[3-(difluoromethyl)-2-fluoro-phenyl]ethyl]-3H-benzotriazole-4-carboxamide